N-(1-(6-(((1r,3r)-3-Aminocyclopentyl)Amino)-5,6,7,8-Tetrahydronaphthalen-2-Yl)-2-Oxo-1,2-Dihydropyrimidin-4-Yl)Piperazine-1-Carboxamide Hydrochloride Salt Cl.N[C@H]1C[C@@H](CC1)NC1CC=2C=CC(=CC2CC1)N1C(N=C(C=C1)NC(=O)N1CCNCC1)=O